N1-methyl-4-(trifluoromethylsulfanyl)benzene-1,2-diamine CNC=1C(=CC(=CC1)SC(F)(F)F)N